4'-((3-butyl-1-(2-chlorophenyl)-5-oxo-1,5-dihydro-4H-1,2,4-triazol-4-yl)methyl)-N-(4,5-dimethylisoxazol-3-yl)-2'-(methoxymethyl)-[1,1'-biphenyl]-2-sulfonamide C(CCC)C1=NN(C(N1CC1=CC(=C(C=C1)C=1C(=CC=CC1)S(=O)(=O)NC1=NOC(=C1C)C)COC)=O)C1=C(C=CC=C1)Cl